4-benzyloxy-2,7-dichloro-8-fluoro-pyrido[4,3-d]pyrimidine C(C1=CC=CC=C1)OC=1C2=C(N=C(N1)Cl)C(=C(N=C2)Cl)F